1,6-Heptadien-4-yn-3-ol C=CC(C#CC=C)O